OC(CN(C1=C(OCCCOC2=C(C=CC=C2)N(CC(CCl)O)CC(CCl)O)C=CC=C1)CC(CCl)O)CCl N,N,N',N'-tetrakis(2-hydroxy-3-chloropropyl)-1,3-bis(2-aminophenoxy)propane